[6-[5-(1-cyano-1-methyl-ethyl)pyridin-2-yl]thiazolo[4,5-b]pyrazin-2-yl]-4-(5-methoxy-2-methylpyridin-4-yl)-6-methyl-pyridine-3-carboxamide C(#N)C(C)(C)C=1C=CC(=NC1)C=1N=C2C(=NC1)N=C(S2)C2=NC(=CC(=C2C(=O)N)C2=CC(=NC=C2OC)C)C